N-[5-chloro-2-[(1S,2S)-2-nitrocyclohexyl]-3-phenyl-thieno[3,2-b]pyridin-7-yl]-N-(2-thienylmethyl)carbamic acid tert-butyl ester C(C)(C)(C)OC(N(CC=1SC=CC1)C1=C2C(=NC(=C1)Cl)C(=C(S2)[C@@H]2[C@H](CCCC2)[N+](=O)[O-])C2=CC=CC=C2)=O